6-(tert-butyl) 3-methyl 2-methoxy-7,8-dihydro-1,6-naphthyridine-3,6(5H)-dicarboxylate COC1=NC=2CCN(CC2C=C1C(=O)OC)C(=O)OC(C)(C)C